C1(=CC=CC=C1)NC1=CC=2N(C3=CC=CC=C3C2C=C1)C1=CC=CC=C1 N,9-diphenyl-9H-carbazole-2-amine